C(CCCN1N=C(C=C1C(=O)NC1=CC=C(C=C1)Br)C1=CC=NC=C1)N1N=C(C=C1C(=O)NC1=CC=C(C=C1)Br)C1=CC=NC=C1 1,1'-(butane-1,4-diyl)bis(N-(4-bromophenyl)-3-(pyridin-4-yl)-1H-pyrazole-5-carboxamide)